(R)-6-azido-1-benzyl-3-methyl-7-(trifluoromethyl)-1H-pyrido[2,3-b][1,4]oxazin-2(3H)-one N(=[N+]=[N-])C=1C(=CC2=C(O[C@@H](C(N2CC2=CC=CC=C2)=O)C)N1)C(F)(F)F